[4-[4-(Trifluoromethyl)phenyl]-sulfonylmorpholin-2-yl]benzothiophen-2-carboxamid FC(C1=CC=C(C=C1)S(=O)(=O)N1CC(OCC1)C1=C(SC2=C1C=CC=C2)C(=O)N)(F)F